C=1C(=CN2C=CC=CC12)C=1N=C2SC(=NN2C1)OC 6-(indolizin-2-yl)-2-methoxyimidazo[2,1-b][1,3,4]Thiadiazole